4-[2-tert-butoxyethyl-[4-(5,6,7,8-tetrahydro-1,8-naphthyridin-2-yl)butyl]amino]-2-[(2,6-difluorobenzoyl)amino]butanoic acid C(C)(C)(C)OCCN(CCC(C(=O)O)NC(C1=C(C=CC=C1F)F)=O)CCCCC1=NC=2NCCCC2C=C1